C(C)OC1=CC=CC(=N1)C1=NC=2C(=NC=CN2)N1 2-(6-ethoxypyridin-2-yl)-1H-imidazo[4,5-b]pyrazine